N-((3S,5R)-1-(8-((2-fluoro-3-methyl-4-((1-methyl-1H-benzo[d][1,2,3]triazol-5-yl)oxy)phenyl)amino)pyrimido[5,4-d]pyrimidin-2-yl)-5-methylpiperidin-3-yl)acrylamide FC1=C(C=CC(=C1C)OC1=CC2=C(N(N=N2)C)C=C1)NC1=NC=NC2=C1N=C(N=C2)N2C[C@H](C[C@H](C2)C)NC(C=C)=O